BrC=1C=C(C=CC1)[C@@H](C)NC1=NC(=NC2=CC(=C(C=C12)OC)OCCCCCCCNC(CC1=CC=CC=C1)=O)C (R)-N-(7-((4-((1-(3-bromophenyl)ethyl)amino)-6-methoxy-2-methylquinazolin-7-yl)oxy)heptyl)-2-phenylacetamide